ClC=1C=C2C(C(NC3(COC3)C2=CC1)=O)(C)CCO (-)-6-chloro-4-(2-hydroxyethyl)-4-methyl-2H-spiro[isoquinoline-1,3'-oxetan]-3(4H)-one